1-[3-(difluoromethyl)-6-[5-[[1-[(3S,4S)-4-hydroxy-3-methyl-tetrahydrofuran-3-yl]-4-piperidyl]amino]-6-methoxy-benzimidazol-1-yl]-2-pyridyl]-5-methyl-pyrazole-3-carbonitrile FC(C=1C(=NC(=CC1)N1C=NC2=C1C=C(C(=C2)NC2CCN(CC2)[C@]2(COC[C@H]2O)C)OC)N2N=C(C=C2C)C#N)F